2-bromo-N-[2-(3,4-dihydroxyphenyl)ethyl]propionamide BrC(C(=O)NCCC1=CC(=C(C=C1)O)O)C